2-((3-(2-cyano-4-(pyridin-2-yloxy)phenyl)-1,2,4-oxadiazol-5-yl)methyl)malonic acid C(#N)C1=C(C=CC(=C1)OC1=NC=CC=C1)C1=NOC(=N1)CC(C(=O)O)C(=O)O